FC(C1=CC=C(C=N1)N1C[C@H](CC1)NC(OC(C)(C)C)=O)(F)F tert-butyl (S)-(1-(6-(trifluoromethyl)pyridin-3-yl)pyrrolidin-3-yl)carbamate